[Cr](=O)(=O)([O-])[O-].[Na+].[Al+3].[Cr](=O)(=O)([O-])[O-] aluminum sodium chromate